2-((4-(3-Isopropyl-2-(8-methoxy-[1,2,4]triazolo[1,5-a]pyridin-6-yl)-1H-indol-5-yl)cyclohexyl)amino)-N-methylacetamid C(C)(C)C1=C(NC2=CC=C(C=C12)C1CCC(CC1)NCC(=O)NC)C=1C=C(C=2N(C1)N=CN2)OC